C(#N)C=1C=C(CN2C(\C(\C3=CC(=CC=C23)[N+](=O)[O-])=C/C=2NC(=CC2C)C)=O)C=CC1 (Z)-1-(3-cyanobenzyl)-3-((3,5-dimethyl-1H-pyrrol-2-yl)methylene)-5-nitro-2-indolone